C(C)(=O)OC1C(OC(C1OC(C)=O)COC(=O)OC(C)C)C#N 2-cyano-5-(((isopropoxycarbonyl)oxy)methyl)tetrahydrofuran-3,4-diyl diacetate